5-bromo-2,3-difluoro-4-iodo-N,N-bis[(4-methoxyphenyl)methyl]aniline BrC=1C(=C(C(=C(N(CC2=CC=C(C=C2)OC)CC2=CC=C(C=C2)OC)C1)F)F)I